(E)-3-(3-methylphenyl)-1-(4-(2-(2-phenyl-1H-indol-3-yl)acetyl)piperazin-1-yl)prop-2-en-1-one CC=1C=C(C=CC1)/C=C/C(=O)N1CCN(CC1)C(CC1=C(NC2=CC=CC=C12)C1=CC=CC=C1)=O